(R,S)-1-(3,4-dimethyl-1-propylcyclohexyl)ethanol CC1C[C@@](CCC1C)(CCC)[C@@H](C)O